[(3S,6R)-6-[6-(trifluoromethyl)-1,3-benzoxazol-2-yl]piperidin-3-yl]acetamide FC(C1=CC2=C(N=C(O2)[C@H]2CC[C@H](CN2)CC(=O)N)C=C1)(F)F